Benzyl (2R)-2-[[2-(tert-butoxy)-2-oxoethoxy]methyl]-3-methylbutanoate C(C)(C)(C)OC(COC[C@H](C(=O)OCC1=CC=CC=C1)C(C)C)=O